6-(4-((2-(2-methoxyphenyl)-5-oxo-5,6-dihydropyrimido[4,5-d]pyridazin-4-yl)amino)phenyl)-6-azaspiro[2.5]octane-1-carboxylic acid COC1=C(C=CC=C1)C=1N=C(C2=C(C=NNC2=O)N1)NC1=CC=C(C=C1)N1CCC2(CC2C(=O)O)CC1